[Br].NCCNCCNCCN (triethylenetetramine) bromine